O1C(OCC1)C1=NC=C(C=C1)C1=NC=NN1C 2-(1,3-dioxolan-2-yl)-5-(1-methyl-1H-1,2,4-triazol-5-yl)pyridine